3-bromo-N-[(1S)-1-[2-(6-cyanopyrimidin-4-yl)-5-cyclopropyl-1,2,4-triazol-3-yl]ethyl]-5-(trifluoromethoxy)benzamide BrC=1C=C(C(=O)N[C@@H](C)C=2N(N=C(N2)C2CC2)C2=NC=NC(=C2)C#N)C=C(C1)OC(F)(F)F